C(#N)C1(CCN(CC1)C(=O)NC=1SC(=C(N1)C1=CC(=CC=C1)C#N)C1=CC(=NC(=C1)C)C)OC 4-Cyano-N-[4-(3-cyanophenyl)-5-(2,6-dimethyl-4-pyridyl)thiazol-2-yl]-4-methoxy-piperidin-1-carboxamid